C(C)(C)(C)OC(=O)N[C@@H](CC(=O)OCC)C=1C=C(C=C(C1F)C1CC1)C1=C(C=CC=C1C)CCCCC=C Ethyl (S)-3-((tert-butoxycarbonyl)amino)-3-(5-cyclopropyl-4-fluoro-2'-(hex-5-en-1-yl)-6'-methyl-[1,1'-biphenyl]-3-yl)propanoate